C(#N)C=1C=C(C=CC1)C(=O)N1CCCC2=CC(=CC=C12)C1(CCC1)C(=O)NC1=NC=C(C=C1)F 1-[1-(3-cyanobenzene-1-carbonyl)-1,2,3,4-tetrahydroquinolin-6-yl]-N-(5-fluoropyridin-2-yl)cyclobutane-1-carboxamide